7,10-bis([1,1'-biphenyl]-3-yl)-8-(3-bromophenyl)fluoranthene Cesium Chloride [Cl-].[Cs+].C1(=CC(=CC=C1)C1=C2C3=CC=CC4=CC=CC(C2=C(C=C1C1=CC(=CC=C1)Br)C=1C=C(C=CC1)C1=CC=CC=C1)=C43)C4=CC=CC=C4